3-Amino-6-cyano-pyrazine-2-carboxylic acid [(S)-1-(3,4-difluoro-phenyl)-ethyl]-amide FC=1C=C(C=CC1F)[C@H](C)NC(=O)C1=NC(=CN=C1N)C#N